C(C)(=O)NCCNCCNCCN 1-acetyltriethylenetetramine